C(\C=C/CCC)O (z)-β-hexenol